2-(1,1-dioxo-1,4-thiazinan-4-yl)ethanamine O=S1(CCN(CC1)CCN)=O